NC1=NC=CC2=C1N=C(N=C2)C=2C=C(C=CC2C)C#C[C@@]2(CCC=1C2=NC=CC1)O (R)-7-((3-(8-Aminopyrido[3,4-d]pyrimidin-2-yl)-4-methylphenyl)ethynyl)-6,7-dihydro-5H-cyclopenta[b]pyridin-7-ol